3-[4-[4-(3,3-difluoro-4-piperidyl)piperazin-1-yl]-3-fluoro-anilino]piperidine-2,6-dione HCl salt Cl.FC1(CNCCC1N1CCN(CC1)C1=C(C=C(NC2C(NC(CC2)=O)=O)C=C1)F)F